tert-Butyl 5-(4-(2-chloroacetamido)-2-fluoro-6-methylphenyl)-3-(1-methyl-1H-pyrazol-4-yl)-1H-pyrazolo[3,4-c]pyridine-1-carboxylate ClCC(=O)NC1=CC(=C(C(=C1)C)C=1C=C2C(=CN1)N(N=C2C=2C=NN(C2)C)C(=O)OC(C)(C)C)F